2-(2-tolyl)indazole C1(=C(C=CC=C1)N1N=C2C=CC=CC2=C1)C